methyl-1-((3-fluoro-5-methylpyridin-4-yl)methyl)-1H-pyrrole CC=1N(C=CC1)CC1=C(C=NC=C1C)F